5-((4-(N,S-dimethylsulfonimidoyl)-6,7-difluoro-1H-indol-5-yl)oxy)-2-fluorobenzonitrile CN=S(=O)(C)C1=C2C=CNC2=C(C(=C1OC=1C=CC(=C(C#N)C1)F)F)F